(S)-6-((3,3-difluorocyclopentyl)(methyl)amino)nicotinonitrile FC1(C[C@H](CC1)N(C1=NC=C(C#N)C=C1)C)F